tert-butyl (4-(((3-nitroquinolin-4-yl)amino)methyl)phenyl)carbamate [N+](=O)([O-])C=1C=NC2=CC=CC=C2C1NCC1=CC=C(C=C1)NC(OC(C)(C)C)=O